FC(C=1C=C(C=C(C1)C(F)(F)F)[B-](C1=CC(=CC(=C1)C(F)(F)F)C(F)(F)F)(C1=CC(=CC(=C1)C(F)(F)F)C(F)(F)F)C1=CC(=CC(=C1)C(F)(F)F)C(F)(F)F)(F)F.C(CCCCCCCCCCC)C1=C(C=CC=C1)[SH2+] (dodecylphenyl)sulfonium tetrakis-(3,5-bis-trifluoromethylphenyl)borate